C(#N)N1C[C@@H](CC1)NC(=O)C=1N(C2=CC=C(C=C2C1F)C=1C=NN(C1)C)C (R)-N-(1-cyanopyrrolidin-3-yl)-3-fluoro-1-methyl-5-(1-methyl-1H-pyrazol-4-yl)-1H-indole-2-carboxamide